ethyl (R)-5-((1-(2-(2-((tert-butyldimethylsilyl)oxy)ethoxy)-5-fluorophenyl)ethyl)amino)pyrazolo[1,5-a]pyrimidine-3-carboxylate [Si](C)(C)(C(C)(C)C)OCCOC1=C(C=C(C=C1)F)[C@@H](C)NC1=NC=2N(C=C1)N=CC2C(=O)OCC